fluoreno[3,4-d]Thiophene S1CC=C2C1=C1C=3C=CC=CC3C=C1C=C2